[N-](S(=O)(=O)C(F)(F)F)S(=O)(=O)C(F)(F)F.C(C)[N+]1(CCCCC1)CCCCCC 1-ethyl-1-hexylpiperidinium bis(trifluoromethanesulfonyl)imide salt